(2S)-2-(methylamino)-4-morpholino-4-oxo-butanoic acid CN[C@H](C(=O)O)CC(=O)N1CCOCC1